Br[C@@H]1[C@H]([C@H](C2=C(C=CC(=C12)Br)S(=O)(=O)C)CC(=O)[O-])F [(1S,2S,3S)-3,4-dibromo-2-fluoro-7-methylsulfonyl-2,3-dihydro-1H-inden-1-yl]acetate